O=C([C@H](O)[C@@H](O)[C@H](O)[C@H](O)CO)[O-].C=1([O-])C([O-])=CC=CC1.C=1([O-])C([O-])=CC=CC1.[Ti+4].[K+].[Na+].N[C@H]1[C@@H](CN(CC1)C=1OC(=NN1)C1=CC=C(C=C1)Cl)O (3R,4R)-4-amino-1-[5-(4-chlorophenyl)-1,3,4-oxadiazol-2-yl]piperidin-3-ol sodium potassium titanium (IV) biscatecholate monogluconate